(2-methyl [1,1'-biphenyl]-3-yl)methyl (1R,3R)-rel-3-[(1Z)-2-chloro-3,3,3-trifluoro-1-propen-1-yl]-2,2-dimethylcyclopropanecarboxylate Cl\C(=C/[C@@H]1C([C@@H]1C(=O)OCC=1C(=C(C=CC1)C1=CC=CC=C1)C)(C)C)\C(F)(F)F |o1:3,5|